tert-butyl-3,3-difluoro-4-(2-methyl-5-(thiazol-2-ylmethoxy)benzofuran-3-carboxamido)piperidine C(C)(C)(C)N1CC(C(CC1)NC(=O)C1=C(OC2=C1C=C(C=C2)OCC=2SC=CN2)C)(F)F